BrC=1C(=C(COC2=CC(=C(C=O)C=C2Cl)O)C=CC1)F 4-((3-bromo-2-fluorobenzyl)oxy)-5-chloro-2-hydroxybenzaldehyde